C(=O)(O)C=1SC=NN1 2-carboxyl-1,3,4-thiadiazole